10-methoxy-5-methyl-2,3,4,6-tetrahydro-1H-pyrido[4,3-b]carbazole COC=1C=2C=3C=C4C(=C(C3NC2C=CC1)C)CCNC4